(3R)-7-((2S,5R)-4-acryloyl-2,5-dimethylpiperazin-1-yl)-9-chloro-10-(5-chloro-2-fluorophenyl)-3-(morpholinomethyl)-2H-[1,4]oxazino[2,3,4-ij]quinazolin-5(3H)-one C(C=C)(=O)N1C[C@@H](N(C[C@H]1C)C1=NC(N2C3=C(C(=C(C=C13)Cl)C1=C(C=CC(=C1)Cl)F)OC[C@H]2CN2CCOCC2)=O)C